COC(=O)C=1N2CCCCC=3C=C(C=C(C(C1)=C=O)C23)F 7-fluoro-4-carbonyl-1-azatricyclo[7.4.1.05,14]tetradecane-2,5,7,9(14)-tetraene-2-carboxylic acid methyl ester